tert-butyl (3S)-3-[(4R)-4-[(S)-(2,3-dichloro-6-hydroxyphenyl)(hydroxy)methyl]azepane-1-carbonyl]pyrrolidine-1-carboxylate ClC1=C(C(=CC=C1Cl)O)[C@H]([C@H]1CCN(CCC1)C(=O)[C@@H]1CN(CC1)C(=O)OC(C)(C)C)O